NC1=NC=CC2=C(C=CC=C12)C=1C=C2C(=NN(C2=CC1)C1CN(C1)C(=O)OC(C)(C)C)COC1=C(C=CC=C1)CC(=O)O 2-(2-((5-(1-aminoisoquinolin-5-yl)-1-(1-(tert-butoxycarbonyl)azetidin-3-yl)-1H-indazol-3-yl)methoxy)phenyl)acetic acid